5-(indolizine-2-carbonyl)-N-[(3-methyloxetan-3-yl)methyl]-2H,4H,5H,6H,7H-pyrazolo[4,3-c]pyridine-3-carboxamide C=1C(=CN2C=CC=CC12)C(=O)N1CC=2C(CC1)=NNC2C(=O)NCC2(COC2)C